NCCCOC1=C(C2=C(N=C(O2)C)C=C1)C1=CC(=NN1)NC=1N=CC(=NC1)C#N 5-({5-[6-(3-Aminopropoxy)-2-methyl-1,3-benzoxazol-7-yl]-1H-pyrazol-3-yl}amino)pyrazine-2-carbonitrile